acryloyloxybutyl dihydrogen phosphate Hydrogen phosphate P(=O)(O)(O)O.P(=O)(OCCCCOC(C=C)=O)(O)O